C(C)(=O)OC(C(=C)C)CC=C(C)C 2,6-Dimethyl-1,5-heptadien-3-yl acetate